CC1=CCCCC1 1-METHYLCYCLOHEX-1-ENE